7-[(2R)-2-[[(3-chloropyridin-2-yl)(methyl)amino]methyl]pyrrolidin-1-yl]-6-fluoro-1-(4-hydroxyphenyl)-4-oxoquinoline-3-carboxylic acid ClC=1C(=NC=CC1)N(C)C[C@@H]1N(CCC1)C1=C(C=C2C(C(=CN(C2=C1)C1=CC=C(C=C1)O)C(=O)O)=O)F